CC1(C2=CC=CC=C2N(C=2C=CC=CC12)C1=C2C(C=3C(=NC=4C=CC=CC4C3)C2=CC=C1)=O)C (9,9-dimethylacridin-10(9H)-yl)-11H-indeno[1,2-b]quinolin-11-one